(octanyl)sulfone C(CCCCCCC)S(=O)(=O)CCCCCCCC